1,2-dinonadecanoyl-sn-glycero-3-phosphocholine C(CCCCCCCCCCCCCCCCCC)(=O)OC[C@@H](OC(CCCCCCCCCCCCCCCCCC)=O)COP(=O)([O-])OCC[N+](C)(C)C